C(C)(=O)N1C(CN(CC1)C1=CC=C(C=N1)C(=O)NC1=NN(C(=C1)C1=NC2=C(N1)C=CC=C2)C)CO 6-[4-acetyl-3-(hydroxymethyl)piperazin-1-yl]-N-[5-(1H-benzimidazol-2-yl)-1-methyl-pyrazol-3-yl]pyridine-3-carboxamide